O=C1NC(CCC1C=1C=C(C=CC1)C=CCC=1C(=NC=CC1)C(=O)N)=O (3-(3-(2,6-dioxopiperidin-3-yl)phenyl)allyl)picolinamide